4-(3-chloro-4-fluorophenylamino)-6,7-bis[3-(morpholinyl)propoxy]quinazoline ClC=1C=C(C=CC1F)NC1=NC=NC2=CC(=C(C=C12)OCCCN1CCOCC1)OCCCN1CCOCC1